C(#N)C1C(C1)C(C(=O)OCC)(C)C Ethyl 2-(2-cyanocyclopropyl)-2-methyl-propionate